ClC1=CC(=C(C=C1)C1=C2C=C(C(=NC2=CC(=N1)[C@H]1C[C@H](OCC1)C1=CC(=NC=C1)C)C)C)F 5-(4-chloro-2-fluorophenyl)-2,3-dimethyl-7-((2S,4R)-2-(2-methylpyridin-4-yl)tetrahydro-2H-pyran-4-yl)-1,6-naphthyridine